(Z)-8-(4-bromophenyl)-6-hydroxy-3,6-diphenyloct-2-en-4,7-diyne-1-al BrC1=CC=C(C=C1)C#CC(C#C\C(=C/C=O)\C1=CC=CC=C1)(C1=CC=CC=C1)O